C(CCC(=O)N)CC(CCS)S The molecule is a dithiol and a monocarboxylic acid amide. It has a role as a human metabolite, a cofactor, a Saccharomyces cerevisiae metabolite and a mouse metabolite.